C(#N)C(C)(C)C1=CC=2N(C=C1)C(=CN2)C=2C=C(C(=NC2)C(=O)NCC(F)(F)F)OC 5-[7-(1-cyano-1-methyl-ethyl)imidazo[1,2-a]pyridin-3-yl]-3-methoxy-N-(2,2,2-trifluoroethyl)pyridine-2-carboxamide